C(C)C1(COC1)COCCCCCCOC1=CC=C(C=C1)N(C1=CC=C(C=C1)C1=CC=C(C=C1)N(C1=CC=C(C=C1)OC)C1=CC=C(C=C1)OCCCCCCOCC1(COC1)CC)C1=CC=C(C=C1)OC N4,N4'-Bis(4-(6-((3-ethyloxetan-3-yl)methoxy)hexyloxy)phenyl)-N4,N4'-bis(4-methoxyphenyl)biphenyl-4,4'-diamine